β-alaninyl-histidine NCCC(=O)N[C@@H](CC1=CNC=N1)C(=O)O